ClC1=C(C=C(C(=C1)F)N1C(N(C(=CC1=O)C(F)(F)F)C)=O)\C=N\O[C@@H](C(=O)OC)C |r| Methyl (2R/S)-2-{[(E)-({2-chloro-4-fluoro-5-[3-methyl-2,6-dioxo-4-(trifluoromethyl)-3,6-dihydropyrimidin-1(2H)-yl]phenyl}methyliden)amino]oxy}propanoate